ClC=1C=C(C(=NC1)N)C1=C(C=CC=C1)C=1SC=CC1C 5-chloro-3-(2-(methylthiophenyl)phenyl)pyridin-2-amine